methyl N-[4-carbamoyl-1-[4-(cyanomethyl)-3-fluoro-1-[[3-hydroxy-4-(5-methyl-2-furyl)phenyl]methyl]-4-piperidyl]pyrazol-3-yl]carbamate C(N)(=O)C=1C(=NN(C1)C1(C(CN(CC1)CC1=CC(=C(C=C1)C=1OC(=CC1)C)O)F)CC#N)NC(OC)=O